CN1CCN(CC1)C=1C=CC(=NC1)NC=1C=CC(=C2CNC(C12)=O)C1=C(NC2=NC=CC=C21)C 7-[[5-(4-methylpiperazin-1-yl)-2-pyridyl]amino]-4-(2-methyl-1H-pyrrolo[2,3-b]pyridin-3-yl)isoindolin-1-one